ClC=1C=C(C=C(C1)Cl)C1=NC(=CC(=C1)CN1CCC(CC1)CNC(C)=O)OC=1C=NC(=CC1)N1CC(NCC1)CO N-((1-((2-(3,5-dichlorophenyl)-6-((6-(3-(hydroxymethyl)piperazin-1-yl)pyridin-3-yl)oxy)pyridin-4-yl)methyl)piperidin-4-yl)methyl)acetamide